2-(methyl(2-oxo-4-(o-tolyl)-2H-pyrano[2,3-b]pyridin-7-yl)amino)propanamide CN(C(C(=O)N)C)C1=CC=C2C(=N1)OC(C=C2C2=C(C=CC=C2)C)=O